(R or S)-N-((R)-((R)-7-chloro-1,2,3,4-tetrahydropyrido[2,3-b]pyrazin-3-yl)(phenyl)methyl)-2-(4-(methylsulfonyl)phenyl)propan-1-amine ClC1=CC2=C(N[C@H](CN2)[C@H](NC[C@H](C)C2=CC=C(C=C2)S(=O)(=O)C)C2=CC=CC=C2)N=C1 |o1:12|